(S)-2-hydroxy-propionic acid O[C@H](C(=O)O)C